C1NCCC2=CC=CC=C12 3-cis-tetrahydroisoquinoline